5-(5-cyano-2-(trifluoromethoxy)phenyl)-N-((3R,5R)-1-cyano-5-methyl-pyrrolidin-3-yl)oxazole-2-carboxamide C(#N)C=1C=CC(=C(C1)C1=CN=C(O1)C(=O)N[C@H]1CN([C@@H](C1)C)C#N)OC(F)(F)F